pyrido[4,3-d]pyrimidin-4-amine trifluoroacetate FC(C(=O)O)(F)F.N1=CN=C(C2=C1C=CN=C2)N